C1(CCCCC1)N1C[C@H]([C@@H](CC1)N1N=CC(=C1)C1(NC=C(C(=N1)NC)F)N)F 2-(1-((trans)-1-cyclohexyl-3-fluoropiperidin-4-yl)-1H-pyrazol-4-yl)-5-fluoro-N4-methylpyrimidine-2,4-diamine